C(C)(C)(C)OC(=O)N1C[C@@H](N(CC1)C1=NC=NC2=CC(=C(C=C12)Cl)Br)C (3S)-4-(7-bromo-6-chloroquinazolin-4-yl)-3-methylpiperazine-1-carboxylic acid tert-butyl ester